(3-(ethylsulfonyl)-4-((1-(methylsulfonyl)piperidin-4-yl)methoxy)phenyl)methanol C(C)S(=O)(=O)C=1C=C(C=CC1OCC1CCN(CC1)S(=O)(=O)C)CO